3-[3-[[(1S)-1-[(2S,4R)-4-hydroxy-2-[[(1S)-1-[4-(4-methylthiazol-5-yl)phenyl]ethyl]carbamoyl]pyrrolidine-1-carbonyl]-2,2-dimethyl-propyl]amino]-3-oxo-propoxy]propanoic acid O[C@@H]1C[C@H](N(C1)C(=O)[C@H](C(C)(C)C)NC(CCOCCC(=O)O)=O)C(N[C@@H](C)C1=CC=C(C=C1)C1=C(N=CS1)C)=O